C(C)C(O)[C@H]1N(C[C@@H]([C@H]([C@@H]1OCC1=CC=CC=C1)OCC1=CC=CC=C1)OCC1=CC=CC=C1)CCC1=C(C=CC=C1)F ethyl-((2r,3r,4r,5s)-3,4,5-tris(benzyloxy)-1-(2-fluorophenylethyl)piperidin-2-yl)methanol